Lacceramide C(CCCCCCCCCCCCCCCCCCCCCCCCCCCCCCC)(=O)N